C(C)N(C1CCOCC1)C=1C(=C(C(=O)O)C=C(C1)[N+](=O)[O-])C (Ethyl-(tetrahydro-2H-pyran-4-yl)amino)-2-methyl-5-nitrobenzoic acid